C(C1=CC=CC=C1)C=1NC(=NN1)C(=O)NC1C(N(C=2N(CC1)N=C(C2)C(F)(F)F)C)=O 5-Benzyl-N-(4-methyl-5-oxo-2-(trifluoromethyl)-5,6,7,8-tetrahydro-4H-pyrazolo[1,5-a][1,3]diazepin-6-yl)-4H-1,2,4-triazol-3-carboxamid